5-[4-[3-(trifluoromethyl)benzoylamino]phenyl]-1H-naphtho[1,2-b][1,4]diazepine-2,4(3H,5h)-dione FC(C=1C=C(C(=O)NC2=CC=C(C=C2)N2C3=C(NC(CC2=O)=O)C2=CC=CC=C2C=C3)C=CC1)(F)F